tert-butyl 3,3-difluoro-4-[(1R)-4-[3-amino-6-[2-(methoxymethoxy)phenyl]pyridazin-4-yl]pyrazol-1-yl]piperidine-1-carboxylate FC1(CN(CCC1N1N=CC(=C1)C1=C(N=NC(=C1)C1=C(C=CC=C1)OCOC)N)C(=O)OC(C)(C)C)F